tert-butyl (1R,4R,5R)-5-(5-(2-bromoacetyl)thiophen-2-yl)-5-hydroxy-2-azabicyclo[2.2.1]heptane-2-carboxylate BrCC(=O)C1=CC=C(S1)[C@@]1([C@H]2CN([C@@H](C1)C2)C(=O)OC(C)(C)C)O